The molecule is a triacyl lipopeptide that is the pentapeptide Cys-Ser-Lys-Lys-Lys-Lys in which the side-chain thiol hydrogen on the Cys residue has been replaced by a 2,3-bis(palmitoyloxy)propyl group. It is a diacyl lipopeptide and an organic sulfide. CCCCCCCCCCCCCCCC(=O)OCC(CSC[C@@H](C(=O)N[C@@H](CO)C(=O)N[C@@H](CCCCN)C(=O)N[C@@H](CCCCN)C(=O)N[C@@H](CCCCN)C(=O)N[C@@H](CCCCN)C(=O)O)N)OC(=O)CCCCCCCCCCCCCCC